CN1CC(CCC1)NC=1N=NC=C2C1C=NC=C2 4-((1-methylpiperidin-3-yl)amino)pyrido[3,4-d]pyridazine